1-(4-((3-chloro-1H-pyrrolo[2,3-b]pyridin-4-yl)oxy)-2-fluorophenyl)-3-(4-((3,3-difluoroazetidin-1-yl)methyl)-3-(trifluoromethyl)phenyl)urea ClC1=CNC2=NC=CC(=C21)OC2=CC(=C(C=C2)NC(=O)NC2=CC(=C(C=C2)CN2CC(C2)(F)F)C(F)(F)F)F